ethyl-((6-chloro-3-nitro-2-pyridinyl) oxy) acetate C(C)(=O)OOC1=NC(=CC(=C1[N+](=O)[O-])CC)Cl